titanium-vanadium-chromium [Cr].[V].[Ti]